ClC1=C(C=CC=C1Cl)C=1C(=NC(=NC1C)N1CCC(CC1)(C)NC(=N)N)C(=O)N 5-(2,3-dichlorophenyl)-2-(4-guanidino-4-methyl-1-piperidinyl)-6-methylpyrimidine-4-carboxamide